methyl 2-[4-bromo-2-[2-[2-[(2-chloropyrimidin-4-yl)oxymethyl]-5-cyano-phenyl]ethoxymethyl]phenyl]acetate BrC1=CC(=C(C=C1)CC(=O)OC)COCCC1=C(C=CC(=C1)C#N)COC1=NC(=NC=C1)Cl